C1(CCC1)C=1C(=NN(C1NC(CC1(CC1)C(F)(F)F)=O)C)CC1CCCCC1 N-(4-cyclobutyl-3-(cyclohexyl-methyl)-1-methyl-1H-pyrazol-5-yl)-2-(1-(trifluoromethyl)cyclopropyl)acetamide